CC=1C(=C2C=NN(C2=CC1)C1OCCCC1)C1CCCC2=C(N=C(N=C2O)SC)C1 8-(5-methyl-1-(tetrahydro-2H-pyran-2-yl)-1H-indazol-4-yl)-2-(methylthio)-6,7,8,9-tetrahydro-5H-cyclohepta[d]Pyrimidin-4-ol